((1s,3s)-3-hydroxy-3-methylcyclobutyl)(7-(3-methoxy-5-(trifluoromethyl)phenyl)-2-azaspiro[3.5]non-2-yl)methanone OC1(CC(C1)C(=O)N1CC2(C1)CCC(CC2)C2=CC(=CC(=C2)C(F)(F)F)OC)C